tert-Butyl 5-[(5-cyano-3,4-dimethylpyridine-2-carbonyl)amino]-3-(2-methylpyrimidin-4-yl)indazole-1-carboxylate C(#N)C=1C(=C(C(=NC1)C(=O)NC=1C=C2C(=NN(C2=CC1)C(=O)OC(C)(C)C)C1=NC(=NC=C1)C)C)C